Decanoic acid 2,3-dihydroxypropan-1-yl ester OC(COC(CCCCCCCCC)=O)CO